(1H-indol-3-yl)-6-(4-methoxyphenyl)-3,4-dihydroisoquinoline-2(1H)-carboxamide N1C=C(C2=CC=CC=C12)C1N(CCC2=CC(=CC=C12)C1=CC=C(C=C1)OC)C(=O)N